C1(CC1)N1C=C(C(C2=CC(=C(C(=C12)OC)F)F)=O)C(=O)O 1-cyclopropyl-6,7-difluoro-8-methoxy-4-oxoquinoline-3-carboxylic acid